1,3-diaminopropaneN NC=CCN